C(C)(C)(C)OC(=O)N1[C@H](CN([C@@H](C1)CC)C(C)C1=C(C=C(C=C1)F)COC)CC (2S,5R)-2,5-diethyl-4-(1-(4-fluoro-2-(methoxymethyl)phenyl)ethyl)piperazine-1-carboxylic acid tert-butyl ester